N1C=C(C2=CC=CC=C12)CCC1N(CCC=2C=C3C(=CC12)ON(O3)CC3CCN(CC3)C)CC3CCOCC3 5-(2-(1H-indol-3-yl)ethyl)-2-((1-methylpiperidin-4-yl)methyl)-6-((tetrahydro-2H-pyran-4-yl)methyl)-5,6,7,8-tetrahydro-[1,3]dioxazolo[4,5-g]isoquinoline